CC1C2C=CC(C1)C2 5-methylnorbornene